(1-(6-bromo-4-(4-cyano-3-fluorophenyl)quinazolin-2-yl)piperidin-4-yl)carbamic acid tert-butyl ester C(C)(C)(C)OC(NC1CCN(CC1)C1=NC2=CC=C(C=C2C(=N1)C1=CC(=C(C=C1)C#N)F)Br)=O